CN(C(N\C(=C/C(=O)OCC)\C(F)(F)F)=O)C ethyl (Z)-3-(3,3-dimethylureido)-4,4,4-trifluorobut-2-enoate